3-(trifluoromethoxy)cyclobutanecarbohydrazide FC(OC1CC(C1)C(=O)NN)(F)F